Hept-3-en-6-one CCC=CCC(C)=O